(5RS)-2-(3-Chloro-4-fluorobenzyl)-5-[(3,3-difluoropyrrolidin-1-yl)carbonyl]-5,6,7,8-tetrahydro[1,2,4]triazolo[4,3-a]pyridin-3(2H)-one ClC=1C=C(CN2N=C3N([C@H](CCC3)C(=O)N3CC(CC3)(F)F)C2=O)C=CC1F |r|